4'-((3-(2,6-dichlorophenyl)-5-methylisoxazol-4-yl)methoxy)-[1,1'-biphenyl]-3-carboxylic acid ClC1=C(C(=CC=C1)Cl)C1=NOC(=C1COC1=CC=C(C=C1)C1=CC(=CC=C1)C(=O)O)C